O1C(=CC=C2C1=CC=C2)C=O 4-benzofuranformaldehyde